COC=1C=C2CCN(CC2=CC1)CCC1=CSC=C1 6-Methoxy-2-(2-(thiophen-3-yl)ethyl)-1,2,3,4-tetrahydroisoquinoline